Cl.Cl.CN(C(=O)C=1N=CSC1)CCNC N-methyl-N-(2-(methylamino)ethyl)thiazole-4-carboxamide dihydrochloride